C1(CC1)COC=1C=C(C=C(C1)S(=O)(=O)C(C)C)C1=CN(C(C2=CC=C(C=C12)OC)=O)C 4-[3-(cyclopropylmethoxy)-5-propan-2-ylsulfonylphenyl]-6-methoxy-2-methylisoquinolin-1-one